(2S,3S,4R,5R)-5-(2-(5-chloropyridin-3-yl)-6-(((4-(trifluoromethyl)pyridin-2-yl)methyl)amino)-9H-purin-9-yl)-N-cyclopropyl-3,4-dihydroxyltetrahydrofuran-2-formamide ClC=1C=C(C=NC1)C1=NC(=C2N=CN(C2=N1)[C@H]1[C@@H]([C@@H]([C@H](O1)C(=O)NC1CC1)O)O)NCC1=NC=CC(=C1)C(F)(F)F